ClC1=C(C=CC(=C1)F)C1=NC2=C(CN(CC2)C2CC3=C(C=C(C=C3CC2)F)F)N1 2-(2-chloro-4-fluorophenyl)-5-(6,8-difluoro-1,2,3,4-tetrahydronaphthalen-2-yl)-4,5,6,7-tetrahydro-3H-imidazo[4,5-c]pyridine